C(CCCCC)C=1C=C2C(=CC(=NC2=CC1)N1C=C(C=C1)C(=O)O)C1=CC=CC=C1 1-(6-hexyl-4-phenylquinolin-2-yl)-1H-pyrrole-3-carboxylic acid